Methyl 2-(((1RS,2S)-2-((tert-butoxycarbonyl)amino)-1-cyano-3-(1H-indol-3-yl)propyl)amino)-5-(2-morpholinopyridin-4-yl)benzoate C(C)(C)(C)OC(=O)N[C@H]([C@H](C#N)NC1=C(C(=O)OC)C=C(C=C1)C1=CC(=NC=C1)N1CCOCC1)CC1=CNC2=CC=CC=C12 |&1:9|